methyl (E)-4-(2-((2,2-difluoroethoxy) imino) ethyl)-2-((2-fluoro-4-(methylthio) phenyl) amino)-1-methyl-6-oxo-1,6-dihydropyridine-3-carboxylate FC(CO\N=C\CC=1C(=C(N(C(C1)=O)C)NC1=C(C=C(C=C1)SC)F)C(=O)OC)F